C1(=CCCCC1)NN1C([C@@H]2CC3=C(NC=4C=CC=CC34)[C@@H](N2C(C1)=O)C)=O (6S,12aS)-2-(cyclohexenylamino)-6-methyl-2,3,12,12a-tetrahydropyrazino[1',2':1,6]pyrido[3,4-b]indole-1,4(6H,7H)-dione